C(C)(C)(C)NC(=O)C1=NC(=CC=C1OC)NC1=CC(=CC(=C1)F)C#N N-tert-butyl-6-(3-cyano-5-fluoro-anilino)-3-methoxy-pyridine-2-carboxamide